3-Methyl-2-[7-(piperidin-3-yl)thieno[3,2-c]pyridazin-3-yl]-5-(trifluoromethyl)phenol dihydrochloride Cl.Cl.CC=1C(=C(C=C(C1)C(F)(F)F)O)C1=CC2=C(N=N1)C(=CS2)C2CNCCC2